tert-butyl (S)-4-((1r,4S)-4-(5-amino-6-(2-hydroxypropan-2-yl)-2H-indazol-2-yl)cyclohexyl)-3-(methoxymethyl)piperazine-1-carboxylate NC1=CC2=CN(N=C2C=C1C(C)(C)O)C1CCC(CC1)N1[C@@H](CN(CC1)C(=O)OC(C)(C)C)COC